OCC=1C=C(C=CC1)C1=NN(C2=CC=C(C=C12)OC1(CC1)CCNC(OCC1=CC=CC=C1)=O)C1OCCCC1 benzyl N-[2-[1-[3-[3-(hydroxymethyl)phenyl]-1-tetrahydropyran-2-yl-indazol-5-yl]oxycyclopropyl]ethyl]carbamate